tert-butyl N-[2-[2,4-dichloro-6-[2-(5,7-difluoro-2-methyl-1H-indol-3-yl)ethyl amino]pyrimidin-5-yl]oxyethyl]carbamate ClC1=NC(=C(C(=N1)Cl)OCCNC(OC(C)(C)C)=O)NCCC1=C(NC2=C(C=C(C=C12)F)F)C